tert-butyl 3-(4-chloro-6-pyrazolo[1,5-a]pyridin-3-yl-2-pyridyl)piperidine-1-carboxylate ClC1=CC(=NC(=C1)C=1C=NN2C1C=CC=C2)C2CN(CCC2)C(=O)OC(C)(C)C